tert-Butyl 4-(2,6-dichloro-3-fluoropyridin-4-yl)piperazine-1-carboxylate ClC1=NC(=CC(=C1F)N1CCN(CC1)C(=O)OC(C)(C)C)Cl